1,4-bis(2-trifluoromethyl-3,4-dicarboxyphenoxy)trifluoromethylbenzene FC(C1=C(OC2=C(C=C(C=C2)OC2=C(C(=C(C=C2)C(=O)O)C(=O)O)C(F)(F)F)C(F)(F)F)C=CC(=C1C(=O)O)C(=O)O)(F)F